C(CCCCC=CCC=CCC=CCC=CCC=CCC=CCC)O tetracosa-6,9,12,15,18,21-hexa-en-1-ol